IC1=C(C(=C(C=C1)I)OC)OC 1,4-diiodo-2,3-dimethoxybenzene